C(C)(C)(C)OC(=O)N1CCN(C2(CC2)C1)CC1=C(C=C(C=C1)N)C(F)(F)F.CC=1N=C(SC1C(=O)N)C=1C=NC(=NC1)N1CCNCC1 methyl-2-(2-(piperazin-1-yl)pyrimidin-5-yl)thiazole-5-carboxamide tert-butyl-4-(4-amino-2-(trifluoromethyl)benzyl)-4,7-diazaspiro[2.5]octane-7-carboxylate